BrC=1C=CC(=NC1)C(=O)C=1N(C=C(N1)I)COCC[Si](C)(C)C (5-bromopyridin-2-yl)(4-iodo-1-((2-(trimethylsilyl)ethoxy)methyl)-1H-imidazol-2-yl)methanone